5-(3,5-bis(trifluoromethyl)phenyl)-1-(3-chloro-4-methoxyphenyl)-2-((triisopropylsilyl)ethynyl)-1H-benzo[d]imidazole FC(C=1C=C(C=C(C1)C(F)(F)F)C1=CC2=C(N(C(=N2)C#C[Si](C(C)C)(C(C)C)C(C)C)C2=CC(=C(C=C2)OC)Cl)C=C1)(F)F